1-benzyl-5-(trifluoromethyl)-1H-pyrazole-4-carboxylic acid C(C1=CC=CC=C1)N1N=CC(=C1C(F)(F)F)C(=O)O